3-(boc-amino)-5-(trifluoromethyl)piperidine C(=O)(OC(C)(C)C)NC1CNCC(C1)C(F)(F)F